(Z)-1-(4-amino-2-fluorobut-2-en-1-yl)-4-(3-(N-cyclopropylsulfamoyl)phenyl)-1H-benzo[d][1,2,3]triazole-6-carboxylic acid methyl ester COC(=O)C=1C=C(C2=C(N(N=N2)C/C(=C/CN)/F)C1)C1=CC(=CC=C1)S(NC1CC1)(=O)=O